COC=1C=C(C=NC1OCC1=CC=C(C=C1)OC)CO (5-methoxy-6-((4-methoxybenzyl)oxy)pyridin-3-yl)methanol